5-(4-(1-methyl-1H-pyrazolo[3,4-b]pyridin-3-yl)piperidin-1-yl)-2-morpholinobenzo[d]oxazole CN1N=C(C=2C1=NC=CC2)C2CCN(CC2)C=2C=CC1=C(N=C(O1)N1CCOCC1)C2